N-((5-(4-fluorophenyl)-1-((4-methoxyphenyl)sulfonyl)-1H-pyrrol-3-yl)methyl)methane-d3-amine FC1=CC=C(C=C1)C1=CC(=CN1S(=O)(=O)C1=CC=C(C=C1)OC)CNC([2H])([2H])[2H]